tert-butyl (S)-4-((8-isopropyl-2-((5-oxopyrrolidin-3-yl)amino)pyrazolo[1,5-a][1,3,5]triazine-4-yl)amino)piperidine-1-carboxylate C(C)(C)C=1C=NN2C1N=C(N=C2NC2CCN(CC2)C(=O)OC(C)(C)C)N[C@@H]2CNC(C2)=O